N-morpholino-β-morpholinopropionamide O1CCN(CC1)NC(CCN1CCOCC1)=O